C(CCC)C1=C(C(=C(C(=N1)O)C(=O)N1CCC(CC1)C1=CC=C(C(=O)N)C=C1)O)C1=C(C=CC=C1OC)OC 4-{1-[6-butyl-5-(2,6-dimethoxyphenyl)-2,4-dihydroxypyridine-3-carbonyl]piperidin-4-yl}benzamide